C[C@@H]1N([C@@H](CC1)C)C(=O)N[C@H](C(=O)OC)CCCCCCCC1=NC=2NCCCC2C=C1 methyl (S)-2-((2S,5R)-2,5-dimethylpyrrolidine-1-carboxamido)-9-(5,6,7,8-tetrahydro-1,8-naphthyridin-2-yl)nonanoate